C12=C(C(=C(C(=C1Cl)Cl)Cl)Cl)OC3=C(O2)C(=C(C(=C3Cl)Cl)Cl)Cl 1,2,3,4,6,7,8,9-octachlorodibenzo-p-dioxin